NC=1N=C(C2=C(N1)C(=CS2)Br)C=2N=NN(C2)CC2=CC=CC(=N2)N2C=C(CC2)O 1-(6-((4-(2-amino-7-bromothieno[3,2-d]pyrimidin-4-yl)-1H-1,2,3-triazol-1-yl)methyl)pyridin-2-yl)pyrrolin-3-ol